OC1=C(C(=O)C2=CC=CC=C2)C=CC(=C1)OCCCCCCCCCCCC 2-hydroxy-4-Dodecyloxy-benzophenone